2-(phenanthren-9-yl)benzene-1,3-diol C1=CC=CC=2C3=CC=CC=C3C(=CC12)C1=C(C=CC=C1O)O